2-hydroxyphenyl-morpholinomethanone OC1=C(C=CC=C1)C(=O)N1CCOCC1